tert-butyl (1R,5S)-1-(4-(6-amino-5-(((1r,4R)-4-hydroxycyclohexyl) carbamoyl) pyridin-3-yl) phenyl)-3-azabicyclo[3.1.0]hexane-3-carboxylate NC1=C(C=C(C=N1)C1=CC=C(C=C1)[C@@]12CN(C[C@H]2C1)C(=O)OC(C)(C)C)C(NC1CCC(CC1)O)=O